C(C)OC1=C(C(=O)NC2=NC=CC(=C2)C(=O)NNC(=O)C=2OC=CC2)C=C(C=C1)CC 2-ethoxy-5-ethyl-N-(4-(2-(furan-2-carbonyl)hydrazinocarbonyl)pyridin-2-yl)benzamide